FC1=C(C(=CC=C1)OC)CC1=NC2=C(N1)C=CC(=C2)C(=O)OC methyl 2-[(2-fluoro-6-methoxy-phenyl)methyl]-1H-benzimidazole-5-carboxylate